C(C)(C)(C)OC(=O)N1[C@H]([C@]2(COCC(N2)=O)CCC1)COC1CCN(CC1)C(=O)OCC1=CC=CC=C1 |o1:8,9| tert-butyl-rel-(6S,7R)-7-[({1-[(benzyloxy)carbonyl]piperidin-4-yl}oxy)methyl]-2-oxo-4-oxa-1,8-diazaspiro[5.5]undecane-8-carboxylate